(5-methyloxazol-2-yl)pyrimidin CC1=CN=C(O1)C1=NC=CC=N1